C(C1=CC=CC=C1)S(=O)(=O)O.C1(=NNCCCCCCCC1)C1=CCCCCCCCCC1 diazabicycloundecene toluenesulfonic acid salt